C1(CC1)C1=CC(=NN1)C1=C2C(=NC(=NC2=CC=C1)N1CCC(=CC1)C1=C(C=C(C=C1)C)C)N (5-cyclopropyl-1H-pyrazol-3-yl)-2-(4-(2,4-dimethylphenyl)-3,6-dihydropyridin-1(2H)-yl)quinazolin-4-amine